CNC(=S)NC N,N'-Dimethyl-thiourea